[N+](=O)([O-])C1=CC=C(CN(C2=CC(OC2)=O)CC2CC2)C=C1 4-[(4-nitrobenzyl)-(cyclopropylmethyl)-amino]-furan-2(5H)-one